C(CCC)C1=NC2=C(C=C(C=C2C=C1)OC)C(=O)N butyl-6-methoxyquinoline-8-carboxamide